3-(propyl)propane C(CC)CCC